C(#N)C=1C=C(C=C(C1)C(F)(F)F)NC(=O)[C@]12[C@H]3C[C@@H]([C@@H]([C@@]2(C1)C1=CC(=NC=C1)F)O3)O |r| rac-(1r,2r,4s,5r,6s)-N-(3-cyano-5-(trifluoromethyl)phenyl)-4-(2-fluoropyridin-4-yl)-6-hydroxy-8-oxatricyclo[3.2.1.02,4]octane-2-carboxamide